COC1=C(C=CC=C1)C1=C(C(=NC2=CC(=CN=C12)C1=C(N=CS1)C)N1CC2(CN(C2)C(C=C)=O)CC1)C#N 4-(2-methoxyphenyl)-7-(4-methyl-1,3-thiazol-5-yl)-2-(2-(2-propenoyl)-2,6-diazaspiro[3.4]octan-6-yl)-1,5-naphthyridine-3-carbonitrile